FC=1C=C(C=CC1S(=O)(=O)C)NC(=O)C1=CN(C(=C1C)C1=C(C=CC=C1)C(F)(F)F)C=1C=NC=CC1 N-(3-fluoro-4-(methylsulfonyl)phenyl)-4-methyl-1-(pyridin-3-yl)-5-(2-(trifluoromethyl)phenyl)-1H-pyrrole-3-carboxamide